4-ETHOXY-3-METHYL-PYRIDINE-2-CARBALDEHYDE C(C)OC1=C(C(=NC=C1)C=O)C